(S)-1-(4-(benzyloxy)-3,5-dimethoxybenzoyl)-4,4-difluoropyrrolidine-2-carboxylic acid C(C1=CC=CC=C1)OC1=C(C=C(C(=O)N2[C@@H](CC(C2)(F)F)C(=O)O)C=C1OC)OC